3,4,5-tris({[(prop-2-en-1-yloxy)carbonyl]oxy})oxane-2-carboxylate C(C=C)OC(=O)OC1C(OCC(C1OC(=O)OCC=C)OC(=O)OCC=C)C(=O)[O-]